1-((1-isocyano-heptadecyl)sulfonyl)-4-methylbenzene [N+](#[C-])C(CCCCCCCCCCCCCCCC)S(=O)(=O)C1=CC=C(C=C1)C